(1,6-naphthyridin-5-yl)methanone N1=CC=CC2=C(N=CC=C12)C=O